BrC=1C=CC=2C(C3=CC=C(C=C3OC2C1)Br)=O 3,6-dibromo-9H-xanthen-9-one